4-amino-1-ethylpyrrolidin-2-one HCl Cl.NC1CC(N(C1)CC)=O